hydroxyaluminum diacetate C(C)(=O)[O-].C(C)(=O)[O-].O[Al+2]